3,5-di-t-butyl-4-hydroxybenzylbenzene C(C)(C)(C)C=1C=C(CC2=CC=CC=C2)C=C(C1O)C(C)(C)C